2-(2,5-dichlorophenyl)methyl-4,4-di-methyl-3-isoxazolidinone ClC1=C(C=C(C=C1)Cl)CN1OCC(C1=O)(C)C